(2R,3R,4R,5R)-5-(2-acetamido-1-benzoyl-6-oxo-1,6-dihydro-9H-purin-9-yl)-4-((tert-butyldimethylsilyl)oxy)-2-(((tert-butyldimethylsilyl)oxy)methyl)tetrahydrofuran-3-yl methanesulfonate CS(=O)(=O)O[C@@H]1[C@H](O[C@H]([C@@H]1O[Si](C)(C)C(C)(C)C)N1C=2N=C(N(C(C2N=C1)=O)C(C1=CC=CC=C1)=O)NC(C)=O)CO[Si](C)(C)C(C)(C)C